N1(C=CC=C1)C1=C(C(=O)O)C=CC(=C1)C(=O)O 2-(1H-pyrrol-1-yl)terephthalic acid